6,8-dibromo-2-(4-bromophenyl)-3-nitro-2H-chromene BrC=1C=C2C=C(C(OC2=C(C1)Br)C1=CC=C(C=C1)Br)[N+](=O)[O-]